N-{3-[4-(4-Phenylthiophen-2-Yl)phenyl]propanoyl}-L-Alpha-Glutamyl-L-Alpha-Glutamyl-Amide C1(=CC=CC=C1)C=1C=C(SC1)C1=CC=C(C=C1)CCC(=O)N[C@@H](CCC(O)=O)C(=O)N[C@@H](CCC(O)=O)C(=O)[NH-]